3-allyldihydro-2H-pyran C(C=C)C1COC=CC1